[Ti].C(CCCCCCCCCCC)(=O)O lauric acid titanium